butyrate hydrochloric acid salt Cl.C(CCC)(=O)O